O=C(CCCCCCCCCC(=O)OCCCCCCC)CCCCCCCC\C=C/C\C=C/CCCCC heptyl (20Z,23Z)-11-oxononacosa-20,23-dienoate